hydroxyethylene Tetrasodium diphosphate [O-]P([O-])(=O)OP(=O)([O-])[O-].[Na+].[Na+].[Na+].[Na+].OC=C